3-(5-amino-2-(2-bromo-6-fluorobenzyl)-[1,2,4]triazolo[1,5-c]pyrimidin-7-yl)benzonitrile NC1=NC(=CC=2N1N=C(N2)CC2=C(C=CC=C2F)Br)C=2C=C(C#N)C=CC2